(6-oxo-5,6-dihydro-4H-cyclopenta[b]thiophen-5-yl)carbamic acid tert-butyl ester C(C)(C)(C)OC(NC1CC2=C(SC=C2)C1=O)=O